FC(N1N=CC(=C1)C=1C=C(C=2N(C1)N=CC2C#N)C=2C=NC(=CC2)N2CC1N(C(C2)C1)CC1=CC=C(C=C1)S(=O)(=O)C)F 6-(1-difluoromethyl-1H-pyrazol-4-yl)-4-(6-(6-(4-(methylsulfonyl)benzyl)-3,6-diazabicyclo[3.1.1]heptan-3-yl)pyridin-3-yl)pyrazolo[1,5-a]pyridine-3-carbonitrile